C(C)[C@@]1(C(N(C(N1)=O)C1=CC(=NC=C1)OC1=CC(=C(C=C1)F)OC)=O)C (5R)-5-ethyl-3-[2-(3-methoxy-4-fluoro-phenoxy)-4-pyridyl]-5-methylimidazolidine-2,4-dione